C(C)OC=1C=C(C=CC1C=1OC=CN1)C1=CC(=NC=N1)NCCN1C(=CC2=C(C=CC(=C12)F)OC)C [6-(3-Ethoxy-4-oxazol-2-yl-phenyl)-pyrimidin-4-yl]-[2-(7-fluoro-4-methoxy-2-methyl-indol-1-yl)-ethyl]-amin